(R)-5-chloro-3-ethyl-N-(1-methylpiperidine-3-yl)pyrido[2,3-d]pyridazin-8-amine ClC1=C2C(=C(N=N1)N[C@H]1CN(CCC1)C)N=CC(=C2)CC